FC=1C=2N(C=C(C1)C1=CNC=3N=C(N=CC31)NCC(F)(F)F)C=C(N2)C 5-(8-fluoro-2-methylimidazo[1,2-a]pyridin-6-yl)-N-(2,2,2-trifluoroethyl)-7H-pyrrolo[2,3-d]pyrimidin-2-amine